tert-butyl N-({4-[2-(2-aminopyridin-3-yl)-5-phenylimidazo[4,5-b]pyridin-3-yl]phenyl}methyl)carbamate NC1=NC=CC=C1C1=NC=2C(=NC(=CC2)C2=CC=CC=C2)N1C1=CC=C(C=C1)CNC(OC(C)(C)C)=O